9H-fluoren-9-ylmethyl (2S)-2-[2-methyl-3-(trideuteriomethoxy)phenyl]-3-(4-pyridyl)-2,5-dihydropyrrole-1-carboxylate CC1=C(C=CC=C1OC([2H])([2H])[2H])[C@H]1N(CC=C1C1=CC=NC=C1)C(=O)OCC1C2=CC=CC=C2C=2C=CC=CC12